[N+](=O)(O)[O-].C(=C)N1CN(C=C1)CCCCCCCC 1-vinyl-3-octylimidazole nitrate